O=C1NC(CCC1N1C(C2=CC=C(C=C2C1)C=1CN(CC1)C(=O)OC(C)(C)C)=O)=O tert-butyl 3-[2-(2,6-dioxo-3-piperidyl)-1-oxo-isoindolin-5-yl]-2,5-dihydropyrrole-1-carboxylate